N-(5-(((1s,4s)-4-((tert-butyldimethylsilyl)oxy)cyclohexyl)methoxy)-1,3,4-thiadiazol-2-yl)-5'-methoxy-2',6-dimethyl-[4,4'-bipyridine]-3-carboxamide [Si](C)(C)(C(C)(C)C)OC1CCC(CC1)COC1=NN=C(S1)NC(=O)C=1C=NC(=CC1C1=CC(=NC=C1OC)C)C